ClC=1C(=CC(=C(C1)NC(OC)=O)F)C=1C=NC(=CC1)OCC(F)(F)F methyl (5-chloro-2-fluoro-4-(6-(2,2,2-trifluoroethoxy)pyridin-3-yl)phenyl)carbamate